2-(5-chloro-2-hydroxyphenyl)-4,5-diphenylimidazole ClC=1C=CC(=C(C1)C=1NC(=C(N1)C1=CC=CC=C1)C1=CC=CC=C1)O